(±)-methyl 4-[4-(tert-butylsulfinylamino)tetrahydropyran-4-yl]benzoate C(C)(C)(C)[S@@](=O)NC1(CCOCC1)C1=CC=C(C(=O)OC)C=C1 |r|